N(=C=O)C(C)(C)C1=CC(=CC=C1)C(C)(C)N=C=O 1,3-bis(2-isocyanato-prop-2-yl)-benzene